FC([C@H](C(=O)O)C)(F)F.[C@@H]1(CCCC2=CC=CC=C12)N |o1:2| (S)-1,2,3,4-tetrahydronaphthalen-1-amine (S*)-3,3,3-trifluoro-2-methylpropanoic acid salt